NC=1NC(C=2N=CN(C2N1)[C@@H]1O[C@@H]([C@H]([C@H]1O)O)[C@@H](CO)O)=O 2-amino-9-[(2R,3R,4S,5R)-5-[(1R)-1,2-dihydroxyethyl]-3,4-dihydroxy-tetrahydrofuran-2-yl]-1H-purin-6-one